2-cyclopropyl-4-isobutyl-6-(4-(pyridazin-3-ylmethyl)piperazin-1-yl)benzonitrile C1(CC1)C1=C(C#N)C(=CC(=C1)CC(C)C)N1CCN(CC1)CC=1N=NC=CC1